C(C)(C)(C)OC(=O)N(C/C=C/C(=O)OCC)CCOC1=CC=C(C=C1)I ethyl (E)-4-((tert-butoxycarbonyl)(2-(4-iodophenoxy)-ethyl)amino)but-2-enoate